((2R)-1-acetyl-4-(3-(cyclopropylmethoxy)-4-(difluoromethoxy)phenyl)pyrrolidine-2-carbonyl)isoindoline-5-carboxylic acid C(C)(=O)N1[C@H](CC(C1)C1=CC(=C(C=C1)OC(F)F)OCC1CC1)C(=O)C1NCC2=CC(=CC=C12)C(=O)O